tert-butyl ((2-(2-(difluoromethyl)-2H-tetrazol-5-yl)-6-(4-fluorophenyl) pyridin-3-yl)methyl)carbamate FC(N1N=C(N=N1)C1=NC(=CC=C1CNC(OC(C)(C)C)=O)C1=CC=C(C=C1)F)F